N-(pyridin-2-yl)-2-[[2-(pyridin-2-yl)-5H,6H,7H-cyclopenta[d]pyrimidin-4-yl]amino]acetamide N1=C(C=CC=C1)NC(CNC=1C2=C(N=C(N1)C1=NC=CC=C1)CCC2)=O